1-(3-azido-1-isothiocyanatopropyl)-3-(trifluoromethoxy)benzene N(=[N+]=[N-])CCC(N=C=S)C1=CC(=CC=C1)OC(F)(F)F